2-(4-morpholinyldithio)benzothiazole N1(CCOCC1)SSC=1SC2=C(N1)C=CC=C2